2-((R)-1-amino-8-azaspiro[4.5]decan-8-yl)-5-(2,3-dichlorophenyl)-6-methylpyrimidine-4-carbonitrile N[C@@H]1CCCC12CCN(CC2)C2=NC(=C(C(=N2)C#N)C2=C(C(=CC=C2)Cl)Cl)C